2-(2-aminoethyl)-6-methyl-1-oxo-3,4-dihydropyrrolo[1,2-a]pyrazine-7-carboxylic acid ethyl ester C(C)OC(=O)C=1C=C2N(CCN(C2=O)CCN)C1C